4-pyrrolidin-1-ylbutyl 6-[5-(6-methyl-2-pyridyl)-1H-pyrazol-4-yl]quinoline-3-carboxylate CC1=CC=CC(=N1)C1=C(C=NN1)C=1C=C2C=C(C=NC2=CC1)C(=O)OCCCCN1CCCC1